4-((4-(4-chloro-3-(trifluoromethyl)phenoxy)-3,5-difluorobenzyl)oxy)-6-(4-fluoropiperidin-1-yl)-1-methylpyrimidin-2(1H)-one ClC1=C(C=C(OC2=C(C=C(COC3=NC(N(C(=C3)N3CCC(CC3)F)C)=O)C=C2F)F)C=C1)C(F)(F)F